FC1=C(C=CC=C1)C(\C=C\C1=NC(=C(N=C1C)C)C)=O (E)-1-(2-fluorophenyl)-3-(3,5,6-trimethylpyrazin-2-yl)-2-propen-1-one